ClC=1SC(=CN1)Cl 2,5-dichlorothiazole